7-butyl-5-[(4-methylphenyl)methyl]-5H,6H,7H,8H,9H,10H-cyclohepta[b]indole-4-carboxylic acid C(CCC)C1CCCC2=C(N(C3=C(C=CC=C23)C(=O)O)CC2=CC=C(C=C2)C)C1